C1(CCCC1)NC(=O)C1(CC=C(C=C1)C1=CC=CC=C1)C(=O)NC1CCCC1 N,N'-dicyclopentyl-4,4-biphenyl-dicarboxamide